O1CC(C1)OC1=NC(=NC=C1C(F)(F)F)N[C@H]1C[C@H](CCC1)C1=NN=C2N1CC[C@@H](C2)C(=O)OC(C)(C)C Tert-butyl (7S)-3-[(1S,3R)-3-[[4-(oxetan-3-yloxy)-5-(trifluoromethyl)pyrimidin-2-yl]amino]cyclohexyl]-5,6,7,8-tetrahydro-[1,2,4]triazolo[4,3-a]pyridine-7-carboxylate